trimethylenediammonium [NH3+]CCC[NH3+]